(4R)-4-[3-Oxo-3-[3-[4-[3-(2,2,2-trifluoro-ethoxy)azetidin-1-yl]phenyl]azetidin-1-yl]propyl]oxazolidin-2-one O=C(CC[C@H]1NC(OC1)=O)N1CC(C1)C1=CC=C(C=C1)N1CC(C1)OCC(F)(F)F